C(C1=CC=CC=C1)OC(=O)N[C@@H](C(=O)OC)C(C1CC1)C1CC1 methyl (R)-2-(((benzyloxy)carbonyl)amino)-3,3-dicyclopropylpropanoate